C(C)(C)(C)OC(NCC1=CC(=CC=C1)C1=NN(C(C2=CC=CC=C12)=O)CC1=CC=CC=C1)=O (3-(3-benzyl-4-oxo-3,4-dihydro-phthalazin-1-yl)benzyl)carbamic acid tert-butyl ester